phenylbis(pyrene-1-yl)phosphine oxide C1(=CC=CC=C1)P(C1=CC=C2C=CC3=CC=CC4=CC=C1C2=C34)(C3=CC=C4C=CC2=CC=CC1=CC=C3C4=C21)=O